2,5-Dimethylpyrroline CC1CCC(=N1)C